ClC1=CC(=C(C=N1)NC(=O)C1(CN(C1)C(=O)NC1CC1)C1=NC=CC=C1C(C)C)OC N3-(6-chloro-4-methoxypyridin-3-yl)-N1-cyclopropyl-3-(3-isopropylpyridin-2-yl)azetidine-1,3-dicarboxamide